3-(2-methyl-3-phenylanilino)isothiazolo[4,5-b]pyrazine CC1=C(NC2=NSC=3C2=NC=CN3)C=CC=C1C1=CC=CC=C1